OC1C[C@H]2C([C@H]2C1)NC(=O)C=1C=C(C2=C([C@@](CO2)(C2=CC=CC=C2)CO)C1)C(=O)NC |o1:15| (S*)-N5-((1R,3S,5S,6r)-3-hydroxybicyclo[3.1.0]hexan-6-yl)-3-(hydroxymethyl)-N7-methyl-3-phenyl-2,3-dihydrobenzofuran-5,7-dicarboxamide